3-(1-oxo-5-((1r,4r)-4-(3-(piperidin-4-yloxy)azetidin-1-yl)cyclohexyl)isoindolin-2-yl)piperidine-2,6-dione trifluoroacetate FC(C(=O)O)(F)F.O=C1N(CC2=CC(=CC=C12)C1CCC(CC1)N1CC(C1)OC1CCNCC1)C1C(NC(CC1)=O)=O